C(C(O)C)(=O)NC(=O)N lactoyl-urea